6-{5-chloro-2-[(oxacyclohex-4-yl)amino]pyrimidin-4-yl}-2-[(5-methyl-1,2-oxazol-3-yl)methyl]-2,3-dihydro-1H-isoindol-1-one ClC=1C(=NC(=NC1)NC1CCOCC1)C1=CC=C2CN(C(C2=C1)=O)CC1=NOC(=C1)C